FC=1C(=NC(=NC1)C1=CN(C2=NC=C(C=C21)F)S(=O)(=O)C2=CC=C(C)C=C2)N[C@@H]2C[C@@H](CCC2)NC(=O)C2=NC=CC(=C2)COC(=O)N[C@H](C(C)C)C(=O)OC methyl (((2-(((1R,3S)-3-((5-fluoro-2-(5-fluoro-1-tosyl-1H-pyrrolo[2,3-b]pyridin-3-yl)pyrimidin-4-yl)amino)cyclohexyl)carbamoyl)pyridin-4-yl) methoxy) carbonyl)-D-valinate